7-[(1s,3s)-3-({[tert-butyl(dimethyl)silyl]oxy}methyl)-3-methylcyclobutyl]-3-[2-(methoxymethoxy)-6-methyl-4-(trifluoromethyl)phenyl]-7H-pyrrolo[2,3-c]pyridazine [Si](C)(C)(C(C)(C)C)OCC1(CC(C1)N1C=CC2=C1N=NC(=C2)C2=C(C=C(C=C2C)C(F)(F)F)OCOC)C